1-butyl-N-(2,6-dimethylphenyl)2-piperidinecarboxamide hydrochloride Cl.C(CCC)N1C(CCCC1)C(=O)NC1=C(C=CC=C1C)C